C(#N)C(C(=O)O)=CC1=CC2=C(C=C(O2)C2=CC=C(C=C2)N2CCCCC2)C=C1 2-cyano-3-(2-(4-(piperidin-1-yl)phenyl)benzofuran-6-yl)acrylic acid